2-(naphthalene-2-oxy)but-3-en-1-ol C1=C(C=CC2=CC=CC=C12)OC(CO)C=C